tert-butyl 3-(3-chloro-6-methyl-pyridazin-4-yl)azetidine-1-carboxylate ClC=1N=NC(=CC1C1CN(C1)C(=O)OC(C)(C)C)C